FC1=CC=C(C(=O)O)C=C1 4-Fluorobenzoic acid